6-{[(1S,2S)-2-hydroxycyclohexyl]amino}-8-{[6-(pyrrolidin-1-yl)-5-(pyrrolidine-1-carbonyl)pyridin-2-yl]amino}imidazo[1,2-b]pyridazine-3-carbonitrile O[C@@H]1[C@H](CCCC1)NC=1C=C(C=2N(N1)C(=CN2)C#N)NC2=NC(=C(C=C2)C(=O)N2CCCC2)N2CCCC2